N-[1-[6-(1,1-difluoroethyl)-2-pyridyl]spiro[2H-pyrrolo[3,2-c]pyridine-3,1'-cyclopropane]-6-yl]acetamide FC(C)(F)C1=CC=CC(=N1)N1CC2(CC2)C=2C=NC(=CC21)NC(C)=O